(R)-N-(7-(4-amino-1-(piperidin-3-yl)-1H-pyrazolo[3,4-d]pyrimidin-3-yl)benzo[d][1,3]dioxolan-4-yl)-4-morpholinobenzamide NC1=C2C(=NC=N1)N(N=C2C2=CC=C(C1=C2OCO1)NC(C1=CC=C(C=C1)N1CCOCC1)=O)[C@H]1CNCCC1